1,1-dichloroethene ClC(=C)Cl